ethyl 1-methyl-5-[(2-nitrophenyl)amino]-1H-pyrazole-4-carboxylate CN1N=CC(=C1NC1=C(C=CC=C1)[N+](=O)[O-])C(=O)OCC